methyl (2R,3S,5R)-2-(((6-(5-chloro-4-methoxypyrimidin-2-yl)bicyclo[4.1.0]heptan-3-yl)oxy)methyl)-5-methyl-3-(methylsulfonamido)pyrrolidine-1-carboxylate ClC=1C(=NC(=NC1)C12CCC(CC2C1)OC[C@@H]1N([C@@H](C[C@@H]1NS(=O)(=O)C)C)C(=O)OC)OC